(R)-6-(3-(hydroxymethyl)pyrrolidin-1-yl)quinoline-4-carboxylic acid OC[C@H]1CN(CC1)C=1C=C2C(=CC=NC2=CC1)C(=O)O